3,5-dimethoxy-4-(2-penten-3-yl)benzoic acid COC=1C=C(C(=O)O)C=C(C1C(=CC)CC)OC